OC=1C=C(C=C(C1)O)C(CNC(C)(C)C1=CC=C(C=C1)O)O 1-(3,5-Dihydroxyphenyl)-1-hydroxy-2-[1-(4-hydroxyphenyl)isopropyl]aminoethane